C(C1=CC=CC=C1)NC(C=CC=CC=1C=C2C=CC=NC2=CC1)=O N-benzyl-5-(quinolin-6-yl)penta-2,4-dienamide